magnesium calcium hydrophosphate P(=O)([O-])([O-])O.[Ca+2].[Mg+2].P(=O)([O-])([O-])O